NC1(CC1)C(=O)N1CC2N(C=3N(C(N=C(C3)OCC=3C=CC(=C(C#N)C3)F)=O)C2)CC1 5-(((2-(1-Aminocyclopropanecarbonyl)-9-oxo-2,3,4,9,11,11a-hexahydro-1H-pyrazino[1',2':3,4]imidazo[1,2-c]pyrimidin-7-yl)oxy)methyl)-2-fluorobenzonitrile